1-(2-Hexyldecyl) 11-(1-(hexylthio)octan-2-yl) 6-((4-((tert-butyldiphenylsilyl)oxy)butyl)-(methyl)amino)undecanedioate [Si](C1=CC=CC=C1)(C1=CC=CC=C1)(C(C)(C)C)OCCCCN(C(CCCCC(=O)OCC(CCCCCCCC)CCCCCC)CCCCC(=O)OC(CSCCCCCC)CCCCCC)C